BrC=1C=C(C=C2C(C(=COC12)C=O)=O)C 8-BROMO-6-METHYL-4-OXO-4H-CHROMENE-3-CARBALDEHYDE